C(C)(C)(C)OC(N[C@@H]1CN(CCC1)C1=NC=C(C2=CC(=C(C=C12)OC)C(N)=O)Br)=O (S)-(1-(4-bromo-6-carbamoyl-7-methoxyisoquinolin-1-yl)piperidin-3-yl)carbamic acid tert-butyl ester